trivinyl-triphenylamine C(=C)C1=C(C(=C(C=C1)N(C1=CC=CC=C1)C1=CC=CC=C1)C=C)C=C